N-(1-(Tert-butyl)-3-methyl-1H-pyrazol-5-yl)-2-(3-(2,6-dioxopiperidin-3-yl)-1H-indazol-1-yl)acetamide C(C)(C)(C)N1N=C(C=C1NC(CN1N=C(C2=CC=CC=C12)C1C(NC(CC1)=O)=O)=O)C